2-(Perfluorohexyl)ethanol FC(C(C(C(C(C(F)(F)F)(F)F)(F)F)(F)F)(F)F)(CCO)F